O1C(=CC=C1)C(=O)OCCCCCC HEXYL 2-FUROATE